CC1=CC=C(C=C1)S(=O)(=O)OCCOCCOC1=C(C=CC(=C1)C=O)[N+](=O)[O-] 2-(2-(5-Formyl-2-nitrophenoxy)ethoxy)ethyl 4-Methylbenzene-sulfonate